ClC=1C(=CC(=NC1)NC(NC1CCC(CC1)NC(CN(C)C)=O)=O)C1=C2N(N=C1)CC(C2)(C)C N-((1r,4r)-4-(3-(5-chloro-4-(5,5-dimethyl-5,6-dihydro-4H-pyrrolo[1,2-b]pyrazol-3-yl)pyridin-2-yl)ureido)cyclohexyl)-2-(dimethylamino)acetamide